C1CCC2COC=3C=CC=CC3C21 1,2,3,3A,4,9B-HEXAHYDROCYCLOPENTA[C]CHROMEN